FC=1C(=C(C=CC1F)[C@H]1CO[C@]([C@H]1C)(C(F)(F)F)C)OCCSC (2R,3S,4S,5R)-3-(3,4-difluoro-2-(2-(methylthio)ethoxy)phenyl)-4,5-dimethyl-5-(trifluoromethyl)tetrahydrofuran